C(C)(C)N(P(OC1COC(C1)N1C(NC(C=C1)=O)=O)OCCC#N)C(C)C 5-(2,4-dioxo-3,4-dihydropyrimidin-1(2H)-yl)tetrahydrofuran-3-yl (2-cyanoethyl) diisopropylphosphoramidite